ClC=1C=C(OCC(CN(C)CC2=CC(=C(C=C2)OCCN2CCC(CC2)C)OC)O)C=CC1Cl 1-(3,4-dichlorophenoxy)-3-((3-methoxy-4-(2-(4-methylpiperidin-1-yl)ethoxy)benzyl)(methyl)amino)propan-2-ol